CC=CC 2-Butene